N-(3-(3-(1-(ethylsulfonyl)piperidin-4-yl)-2-methoxyphenyl)-1-methyl-1H-pyrazolo[3,4-c]pyridin-5-yl)cyclopropanecarboxamide C(C)S(=O)(=O)N1CCC(CC1)C=1C(=C(C=CC1)C1=NN(C2=CN=C(C=C21)NC(=O)C2CC2)C)OC